N-[3-[5-[3-[[bis(2-hydroxyethyl)amino]methyl]phenoxy]-2-(difluoromethoxy)phenyl]-1-methyl-pyrazol-4-yl]pyrazolo[1,5-a]pyrimidine-3-carboxamide OCCN(CCO)CC=1C=C(OC=2C=CC(=C(C2)C2=NN(C=C2NC(=O)C=2C=NN3C2N=CC=C3)C)OC(F)F)C=CC1